(1-(5-(2-chloro-4-phenoxybenzoyl)-7H-pyrrolo[2,3-d]pyrimidin-4-yl)pyrrolidin-3-yl)(morpholin) ClC1=C(C(=O)C2=CNC=3N=CN=C(C32)N3CC(CC3)N3CCOCC3)C=CC(=C1)OC1=CC=CC=C1